CC1=C(C(NC(=C1)C)=O)CC1=C(C(=C(C(=O)N)C=C1C=1C=C2CCC(C2=CC1F)N1CCOCC1)C)N(C1CCOCC1)CC ((4,6-dimethyl-2-oxo-1,2-dihydropyridin-3-yl)methyl)-3-(ethyl(tetrahydro-2H-pyran-4-yl)amino)-5-(6-fluoro-1-morpholino-2,3-dihydro-1H-inden-5-yl)-2-methylbenzamide